tert-butyl (2S,5R)-5-(azido-methyl)-4-(3,6-dichloropyridazin-4-yl)-2-methylpiperazine-1-carboxylate N(=[N+]=[N-])C[C@@H]1N(C[C@@H](N(C1)C(=O)OC(C)(C)C)C)C1=C(N=NC(=C1)Cl)Cl